methyl (1r,4S,6'S)-4-(3-chloroanilino)-2',2'-difluoro-6'-[(2R)-3-hydroxy-2-methylpropyl]-6',7'-dihydro-2'H-spiro[cyclohexane-1,5'-indeno[5,6-d][1,3]dioxole]-4-carboxylate ClC=1C=C(NC2(CCC3([C@H](CC4=CC=5OC(OC5C=C34)(F)F)C[C@H](CO)C)CC2)C(=O)OC)C=CC1